1-amino-4-bromo-2-(2-chlorophenyl)anthraquinone NC1=C(C=C(C=2C(C3=CC=CC=C3C(C12)=O)=O)Br)C1=C(C=CC=C1)Cl